2-((5-bromo-2-ethyl-7-methyl-2H-pyrazolo[4,3-b]pyridin-3-yl)(2-fluoroethyl)amino)-4-(4-fluorophenyl)thiazole-5-carbonitrile BrC=1C=C(C=2C(N1)=C(N(N2)CC)N(C=2SC(=C(N2)C2=CC=C(C=C2)F)C#N)CCF)C